ClC1(C(P(CC1)OCC1=CC=CC=C1)(OCC1=CC=CC=C1)Cl)Cl trichloro-dibenzooxyphospholane